3,5-dibromo-4-(trifluoromethyl)-1-((2-(trimethylsilyl)ethoxy)methyl)-1H-pyrazole BrC1=NN(C(=C1C(F)(F)F)Br)COCC[Si](C)(C)C